OC1=C(C=CC(=C1)OCCCCCCCC)C=1SC2=C(N1)C=CC=C2 2-(2'-hydroxy-4'-n-octyloxyphenyl)benzothiazole